benzo[k]anthracene C1C=CC=C2C=CC=C3C=C4C=CC=CC4=CC231